BrC1=CN=CC=2N1C=C(N2)C(=O)OCC ethyl 5-bromoimidazo[1,2-a]pyrazine-2-carboxylate